ethyl 2-(((ethoxycarbonyl)(2-ethylhexyl)amino)methyl)benzoate C(C)OC(=O)N(CC(CCCC)CC)CC1=C(C(=O)OCC)C=CC=C1